1-(4-(2-(2,6-dimethylpyridin-4-yl)-3-isopropyl-1H-indol-5-yl)piperidin-1-yl)-3-methoxypropan-1-one CC1=NC(=CC(=C1)C=1NC2=CC=C(C=C2C1C(C)C)C1CCN(CC1)C(CCOC)=O)C